ClC1=C(C=CC=C1)[C@@H]([C@@H](C)C=1N(C(C(=C(N1)C(=O)NC=1C=NOC1)OC)=O)C)C1=CC=CC=C1 2-((1S,2R)-1-(2-chlorophenyl)-1-phenylpropan-2-yl)-N-(isoxazol-4-yl)-5-methoxy-1-methyl-6-oxo-1,6-dihydropyrimidine-4-carboxamide